N-(2-((5-chloro-((6-(4-hydroxypiperidin-1-yl)-2-methoxypyridin-3-yl)amino)pyrimidin-4-yl)amino)-5-fluorophenyl)methanesulfonamide ClC=1C(=NC(=NC1)NC=1C(=NC(=CC1)N1CCC(CC1)O)OC)NC1=C(C=C(C=C1)F)NS(=O)(=O)C